tert-butyl ((1-(3-bromo-2,4-difluorophenyl)-3-methyl-1H-1,2,4-triazol-5-yl)methyl)(methyl)carbamate BrC=1C(=C(C=CC1F)N1N=C(N=C1CN(C(OC(C)(C)C)=O)C)C)F